N1(CCCC12CNCC2)S(=O)(=O)N2CCC(CC2)NC=2N=CC1=C(N2)N(C(C12CC2)=O)C2C(CCC2)C 2'-[(1-{1,7-diazaspiro[4.4]nonane-1-sulfonyl}piperidin-4-yl)amino]-7'-(2-methylcyclopentyl)spiro[cyclopropane-1,5'-pyrrolo[2,3-d]pyrimidin]-6'-one